tert-Butyl-4-(7-fluoro-1-methyl-2,3-dioxo-2,3-dihydropyrido[2,3-b]pyrazin-4(1H)-yl)piperidin C(C)(C)(C)N1CCC(CC1)N1C2=C(N(C(C1=O)=O)C)C=C(C=N2)F